ClC1=CC(=C(C=C1)[C@H]1OC2=C(OC1)C=CC=C2C2CCN(CC2)C(=O)[O-])F (R)-4-(3-(4-chloro-2-fluorophenyl)-2,3-dihydrobenzo[b][1,4]dioxinIn-5-yl)piperidine-1-carboxylate